C(C)C=1C=C(N)C=CC1B1OC(C(O1)(C)C)(C)C 3-ethyl-4-(4,4,5,5-tetramethyl-1,3,2-dioxaborolan-2-yl)aniline